2,6-Dimethoxy-3-(prop-1-en-2-yl)pyridine COC1=NC(=CC=C1C(=C)C)OC